5-(5-((1S,2S)-2-(difluoromethyl)cyclopropyl)-6-(3-methylbut-1-yn-1-yl)pyridazin-3-yl)pyrimidine-2,4(1H,3H)-dione FC([C@@H]1[C@H](C1)C=1C=C(N=NC1C#CC(C)C)C=1C(NC(NC1)=O)=O)F